ClC=1C=C(C(=NC1)OC)S(=O)(=O)NC1=C(C(=CC=C1)C1=CC2=C(N=C(N=C2)NCC)NC1=O)F 5-chloro-N-(3-(2-(ethylamino)-7-oxo-7,8-dihydropyrido[2,3-d]pyrimidin-6-yl)-2-fluorophenyl)-2-methoxypyridine-3-sulfonamide